Cholin acetate C(C)(=O)OCC[N+](C)(C)C